ClC1=CC=C(C(=N1)CNCC(C(C)C)O)F 1-(((6-chloro-3-fluoropyridin-2-yl)methyl)amino)-3-methylbutan-2-ol